1,2-dimethyl-cyclobutene CC1=C(CC1)C